2-(1,1-difluoro-2-(((1s,4s)-4-hydroxycyclohexyl)amino)-2-oxoethyl)-N-(4-fluoro-3-methylphenyl)-1-methyl-1H-pyrrole-3-carboxamide FC(C(=O)NC1CCC(CC1)O)(F)C=1N(C=CC1C(=O)NC1=CC(=C(C=C1)F)C)C